(E)-3,4-difluoro-2-((2-fluoro-4-iodo-5-methoxyphenyl)amino)-5-((2-(4-methylphenyl)sulfonylhydrazono)methyl)benzoic acid methyl ester COC(C1=C(C(=C(C(=C1)/C=N/NS(=O)(=O)C1=CC=C(C=C1)C)F)F)NC1=C(C=C(C(=C1)OC)I)F)=O